Cl.Cl.N1CCC(CCC1)N1CCC(CC1)C=1C=CC2=C(N(C(=N2)C2=CC=C(C=C2)S(=O)(=O)C)C)C1F 6-(1-(azepan-4-yl)piperidin-4-yl)-7-fluoro-1-methyl-2-(4-(methylsulfonyl)phenyl)-1H-benzo[d]imidazole dihydrochloride